N1=CC(=CC=C1)NC1=NCCC2=CC=CC=C12 (pyridin-3-ylamino)-3,4-dihydroisoquinolin